chloro-6-(2-oxa-6-azaspiro[3.3]hept-6-yl)pyrimidin-4-amine ClC1=NC(=CC(=N1)N)N1CC2(COC2)C1